tert-butyl (3-((6-phenylpyridin-3-yl)amino)adamantan-1-yl)carbamate C1(=CC=CC=C1)C1=CC=C(C=N1)NC12CC3(CC(CC(C1)C3)C2)NC(OC(C)(C)C)=O